[Mg].[Cu].[Zn] zinc-copper-magnesium